BrC1=CC=C(C(=N1)C=O)Cl 6-Bromo-3-chloropyridine-carbaldehyde